ClC(=C1C(C2=CC=CC(=C2C1CC)NC(=O)C=1C(=NN(C1)C)C(F)F)C)Cl 1-methyl-3-difluoromethyl-1H-pyrazole-4-carboxylic acid (2-dichloromethylene-3-ethyl-1-methyl-indan-4-yl)-amide